di-(3-hydroxypropyl)-amine OCCCNCCCO